ClC1=NC=CC(=C1C)N1N=CC(=C1C(F)(F)F)C(=O)NC=1C=NC(=C(C1)Cl)N1N=CC=N1 1-(2-chloro-3-methylpyridin-4-yl)-N-(5-chloro-6-(2H-1,2,3-triazol-2-yl)pyridin-3-yl)-5-(trifluoromethyl)-1H-pyrazole-4-carboxamide